racemic-6-(1-methyl-1H-pyrazol-4-yl)-4-(((1R,6R)-7-methyl-2-azabicyclo[4.2.0]octan-7-yl)oxy)pyrazolo[1,5-a]pyrazine CN1N=CC(=C1)C=1N=C(C=2N(C1)N=CC2)O[C@]2([C@@H]1CCCN[C@@H]1C2)C |&1:16|